tert-butyl ((S)-1-((2S,4R)-2-(((S)-1-(4-(2,4-dimethylthiazol-5-yl)phenyl)ethyl)carbamoyl)-4-hydroxypyrrolidin-1-yl)-3,3-dimethyl-1-oxobutan-2-yl)carbamate CC=1SC(=C(N1)C)C1=CC=C(C=C1)[C@H](C)NC(=O)[C@H]1N(C[C@@H](C1)O)C([C@H](C(C)(C)C)NC(OC(C)(C)C)=O)=O